Br\C(=C/1\C(=COC2=C1C=CC=C2)CS(=O)(=O)C2=CC=CC=C2)\C=2C=C(C=CC2)C (E)-4-(bromo(m-tolyl)methylene)-3-((phenylsulfonyl)methyl)benzopyran